(S)-5-((tert-butoxycarbonyl) amino)-2-(((S)-mesitylsulfinyl) amino)-3,3-dimethylvalerate C(C)(C)(C)OC(=O)NCCC([C@@H](C(=O)[O-])N[S@@](=O)C1=C(C=C(C=C1C)C)C)(C)C